1-cyclobutyl-2-{5-hydroxy-1-methyl-4-[(1,2-oxazol-4-yl)carbamoyl]-6-oxo-1,6-dihydropyrimidin-2-yl}-1H-1,3-benzodiazole-6-carboxamide C1(CCC1)N1C(=NC2=C1C=C(C=C2)C(=O)N)C=2N(C(C(=C(N2)C(NC=2C=NOC2)=O)O)=O)C